C1(=CC=CC=C1)P(C1=CC=CC=C1)C=C1C(C=CC=C1)=CP(C1=CC=CC=C1)C1=CC=CC=C1 1,2-bis-(diphenylphosphino-methylene)benzene